O=C1NC(CCC1N1C(C2=CC=C(C=C2C1)NS(=O)(=O)C1=C(C=CC=C1)OC(F)(F)F)=O)=O N-(2-(2,6-dioxopiperidin-3-yl)-1-oxoisoindolin-5-yl)-2-(trifluoromethoxy)benzenesulfonamide